ClC1=NC(=CC(=C1)C(F)F)Cl 2,6-dichloro-4-(difluoromethyl)pyridine